CN(C)C(C(=O)[O-])=C N,N-dimethylaminoacrylate